ammonioacetate [NH3+]CC(=O)[O-]